N1N=NN=C1COC1=CC2=C(C(=CO2)C(=O)O)C=C1 6-((1H-tetrazol-5-yl)methoxy)benzofuran-3-carboxylic acid